5-benzyl-1-tosyl-4,5-dihydropyrrolo[3,4-b]pyrrol-6(1H)-one C(C1=CC=CC=C1)N1C(C=2N(C=CC2C1)S(=O)(=O)C1=CC=C(C)C=C1)=O